O=C1NC(CCC1N1C(C2=CC=CC(=C2C1=O)NCCOCCOCCOCCOCCC(=O)NCCCN(C(=O)C1=CC=C(C=C1)N1CCNCCC1)C)=O)=O 4-[4-[3-[3-[2-[2-[2-[2-[[2-(2,6-dioxo-3-piperidyl)-1,3-dioxo-isoindolin-4-yl]amino]ethoxy]ethoxy]ethoxy]ethoxy]propanoylamino]propyl-methyl-carbamoyl]phenyl]-1,4-diazepan